3-[4-[[Dimethyl(oxo)-λ6-sulfanyliden]amino]-2,3-difluoroanilino]-5-(methylamino)-6-(3-methylimidazo[4,5-c]pyridin-7-yl)pyrazin CS(=O)(C)=NC1=C(C(=C(NC=2C=NC(=C(N2)NC)C=2C3=C(C=NC2)N(C=N3)C)C=C1)F)F